methyl (R)-4-(3-(benzyloxy)-2-hydroxypropoxy)-3-nitrothiophene-2-carboxylate C(C1=CC=CC=C1)OC[C@H](COC=1C(=C(SC1)C(=O)OC)[N+](=O)[O-])O